4-bromo-1-(3-methoxy-3-oxopropyl)-1H-pyrrole-2-carboxylic acid methyl ester COC(=O)C=1N(C=C(C1)Br)CCC(=O)OC